C(C)(C)N1N=CC(=C1)C=1C=C(C=CC1)N(C(=O)[C@@H]1CC[C@H](CC1)NC(OCC)=O)C[C@@H]1CC[C@H](CC1)C1=CC(=C(C=C1)OC)C Ethyl (trans-4-((3-(1-isopropyl-1H-pyrazol-4-yl)phenyl)((trans-4-(4-methoxy-3-methylphenyl)cyclohexyl)meth-yl)carbamoyl)cyclohexyl)carbamate